C(CC=C)C1=C(C=CC(=C1)F)NC1=C(C(=O)O)C=C(C=C1)C(F)(F)F 2-((2-(but-3-en-1-yl)-4-fluorophenyl)amino)-5-(trifluoromethyl)benzoic acid